2-(azetidin-3-yl)-N-(3-{[(2R,4R)-6-chloro-4-hydroxy-3,4-dihydro-2H-1-benzopyran-2-carbonyl]amino}bicyclo[1.1.1]pentan-1-yl)-1,3-oxazole-5-carboxamide N1CC(C1)C=1OC(=CN1)C(=O)NC12CC(C1)(C2)NC(=O)[C@@H]2OC1=C([C@@H](C2)O)C=C(C=C1)Cl